3-[4-(6-methyl-3-pyridyl)-2,5-dioxo-imidazolidin-4-yl]propanoic acid CC1=CC=C(C=N1)C1(NC(NC1=O)=O)CCC(=O)O